ClC=1C(=C(C(=CC1)C1=C(N=CS1)Cl)CO)OC (3-Chloro-6-(4-chlorothiazol-5-yl)-2-methoxyphenyl)methanol